C(C)(C)(C)NS(=O)(=O)C1=C(C=CC(=C1)NC1=NN=CN1)C1=CN=C(S1)[C@@H]1CC[C@H](CC1)NC(OC(C)C)=O isopropyl trans-N-[4-[5-[2-(tert-butylsulfamoyl)-4-(4H-1,2,4-triazol-3-ylamino)phenyl]thiazol-2-yl]cyclohexyl]carbamate